BrCC1C2CCC(C1)O2 2-(bromomethyl)-7-oxabicyclo[2.2.1]heptane